oxalic acid diphenyl ester C1(=CC=CC=C1)OC(C(=O)OC1=CC=CC=C1)=O